2-ethylbutyl((S)-(((Z)-2-((4-amino-2-oxopyrimidin-1(2H)-yl)methylene)-1-((isobutyryloxy)methyl)cyclopropyl)methoxy)(phenoxy)phosphoryl)-L-leucinate C(C)C(CN([C@@H](CC(C)C)C(=O)[O-])[P@@](=O)(OC1=CC=CC=C1)OCC1(\C(\C1)=C/N1C(N=C(C=C1)N)=O)COC(C(C)C)=O)CC